5-(1-(2,2-difluoroethyl)-1H-benzo[d][1,2,3]triazol-6-yl)-N-((3R,4S)-4-fluoro-1-(oxetan-3-yl)pyrrolidin-3-yl)-4-methoxypyrrolo[2,1-f][1,2,4]triazin-2-amine FC(CN1N=NC2=C1C=C(C=C2)C=2C=CN1N=C(N=C(C12)OC)N[C@@H]1CN(C[C@@H]1F)C1COC1)F